tartrate sesquihydrate O.C(=O)(O)C(O)C(O)C(=O)O.O.O.C(=O)(O)C(O)C(O)C(=O)O